5-amino-N-(2,4-dimethoxybenzyl)-2-[3-(trifluoromethyl)-1H-1,2,4-triazol-1-yl]benzenesulfonamide NC=1C=CC(=C(C1)S(=O)(=O)NCC1=C(C=C(C=C1)OC)OC)N1N=C(N=C1)C(F)(F)F